6-((benzyloxy)methyl)-6-hydroxy-2H-pyran-3(6H)-one C(C1=CC=CC=C1)OCC1(C=CC(CO1)=O)O